NC1=C2C(=NC=N1)N(N=C2C2=CC(=C(CNC(C1=C(C=CC(=C1)F)OC)=O)C=C2)F)C=2C=NC(=CC2)N2CCNCC2 N-(4-(4-amino-1-(6-(piperazin-1-yl)pyridin-3-yl)-1H-pyrazolo[3,4-d]pyrimidin-3-yl)-2-fluorobenzyl)-5-fluoro-2-methoxybenzamide